CSC1=C(N)C=CC=C1 2-(methylthio)aniline